FC(OC=1C=C(C=CC1F)C1=C(NC=2C1=NC=CC2)C2=C(C=NC=C2)OC[C@H]2N(CCC2)C(C=C)=O)F 1-[(2S)-2-{[(4-{3-[3-(difluoromethoxy)-4-fluorophenyl]-1H-pyrrolo[3,2-b]pyridin-2-yl}pyridin-3-yl)oxy]methyl}pyrrolidin-1-yl]prop-2-en-1-one